4-[[4-[6-[5-(5-chloro-2-fluoro-phenyl)-1H-imidazol-4-yl]-1,5-naphthyridin-3-yl]piperazin-1-yl]methyl]-5-methyl-1,3-dioxol-2-one ClC=1C=CC(=C(C1)C1=C(N=CN1)C=1N=C2C=C(C=NC2=CC1)N1CCN(CC1)CC=1OC(OC1C)=O)F